menthoxycarbonylimidazole C1(CC(C(CC1)C(C)C)OC(=O)C=1NC=CN1)C